tetramethoxydivinyl-diphenyl-trisiloxane CO[Si](O[Si](O[Si](C=C)(C=C)OC)(C1=CC=CC=C1)C1=CC=CC=C1)(OC)OC